5-(chloromethyl)-3-(3-phenylcyclobutyl)-1,2,4-oxadiazole ClCC1=NC(=NO1)C1CC(C1)C1=CC=CC=C1